OC=1C2=C(N=CN1)N(C=C2C(F)(F)F)C2=C(C(=O)O)C=CN=C2 (4-hydroxy-5-(trifluoromethyl)-7H-pyrrolo[2,3-d]pyrimidin-7-yl)isonicotinic acid